2-({5-[(2-fluorophenyl)methoxy]-2-methyl-1-benzothiophen-3-yl}formamido)-2-methylpropanamide FC1=C(C=CC=C1)COC=1C=CC2=C(C(=C(S2)C)C(=O)NC(C(=O)N)(C)C)C1